OC1=CC(NC2=CC=CC=C12)=O 4-hydroxyquinolone